4,6,7-Trifluoro-N-(methyl-d3)-1H-indole-2-carboxamide FC1=C2C=C(NC2=C(C(=C1)F)F)C(=O)NC([2H])([2H])[2H]